12-oxo-12-[4-[3-(trifluoromethyl)-3H-diazirin-3-yl] phenyl]-5,8-dioxa-2,11-diazadodecanoate O=C(NCCOCCOCCNC(=O)[O-])C1=CC=C(C=C1)C1(N=N1)C(F)(F)F